BrC1=CN=C2C(=NC(=NN21)N2C[C@H](N[C@H](C2)C)C)NCC2=NC1=C(N2)C=CC=C1OC 7-bromo-2-[(3R,5S)-3,5-dimethylpiperazin-1-yl]-N-[(4-methoxy-1H-benzimidazol-2-yl)methyl]imidazo[2,1-f][1,2,4]triazin-4-amine